1-methyl-1a,6b-dihydrocyclopropa[b]indole CC1C2NC=3C=CC=CC3C21